BrCC(=O)N1C(CC2=CC=C(C=C12)C(=O)OC)=O methyl 1-(bromoacetyl)-2-oxo-2,3-dihydro-1H-indole-6-carboxylate